BrC=1C=C2CCN(C(C2=C(C1)OC)=O)C1CN(CC1)C(=O)OC(C)(C)C tert-butyl 3-(6-bromo-8-methoxy-1-oxo-3,4-dihydroisoquinolin-2-yl)pyrrolidine-1-carboxylate